N[C@H](C(=O)O)[C@@H](C(F)(F)F)NC1=NC=CC=C1 (2S,3S)-2-amino-4,4,4-trifluoro-3-[(pyridin-2-yl)amino]butanoic acid